COC(=O)C1(CCC2(C(=CC3=CC=CC=C23)C=2CCN(CC2)CC2=CC=CC=C2)CC1)NC1=CC(=CC=C1)Cl (1r,4r)-2'-(1-benzyl-1,2,3,6-tetrahydropyridin-4-yl)-4-(3-chloroanilino)spiro[cyclohexane-1,1'-indene]-4-carboxylic acid methyl ester